(S)-1-((5-oxopyrrolidin-2-yl)methoxy)-7-((triisopropylsilyl)ethynyl)isoquinoline-6-carbonitrile O=C1CC[C@H](N1)COC1=NC=CC2=CC(=C(C=C12)C#C[Si](C(C)C)(C(C)C)C(C)C)C#N